Cl.O=C(CN1N=CC(=C1)NC(CCOC1=CC=CC=C1)=O)N1CC(CCC1)OC1=CC=C(C=C1)C(F)(F)F N-(1-(2-oxo-2-(3-(4-(trifluoromethyl)phenoxy)piperidin-1-yl)ethyl)-1H-pyrazol-4-yl)-3-phenoxypropanamide hydrochloride